2,6-dimethoxy-4-Propylphenol COC1=C(C(=CC(=C1)CCC)OC)O